C1(CC1)C=1C=CC(=NC1)N1N=C(C=C1NC(=O)C=1C=NN2C1N=CC=C2)C2CCN(CC2)S(=O)(=O)C2CC2 N-(1-(5-cyclopropylpyridin-2-yl)-3-(1-(cyclopropylsulfonyl)piperidin-4-yl)-1H-pyrazol-5-yl)pyrazolo[1,5-a]pyrimidine-3-carboxamide